7-chloro-4,4-difluoro-5-(hydroxymethyl)-1-(4-methylbenzenesulfonyl)-2,3,4,5-tetrahydro-1H-1-benzazepin-5-ol ClC=1C=CC2=C(C(C(CCN2S(=O)(=O)C2=CC=C(C=C2)C)(F)F)(O)CO)C1